(3S)-N-(2-fluoro-4-methyl-5-[2-(1-methylpyrazol-4-yl)-6-(morpholin-4-yl)pyridin-4-yl]phenyl)-3-(1,1,2,2,2-pentafluoroethyl)pyrrolidine-1-carboxamide FC1=C(C=C(C(=C1)C)C1=CC(=NC(=C1)N1CCOCC1)C=1C=NN(C1)C)NC(=O)N1C[C@H](CC1)C(C(F)(F)F)(F)F